L-histidyl-L-leucine hydrate O.N[C@@H](CC1=CNC=N1)C(=O)N[C@@H](CC(C)C)C(=O)O